1-naphthyl Acrylate (1-naphthyl acrylate) C1(=CC=CC2=CC=CC=C12)C(C(=O)O)=C.C(C=C)(=O)OC1=CC=CC2=CC=CC=C12